[Pd].C(C)(C)(C)P(C(C)(C)C)C(C)(C)C.C(C)(C)(C)P(C(C)(C)C)C(C)(C)C bis(tri-(tertiary-butyl)phosphine) Palladium (0)